C[C@@H]1N(C[C@H]1O)C1=NC(=CC(=N1)C=1C=NN(C1)[C@H]1CNCC1)C(F)(F)F (2S,3R)-2-methyl-1-[4-[1-[(3R)-pyrrolidin-3-yl]pyrazol-4-yl]-6-(trifluoromethyl)pyrimidin-2-yl]azetidin-3-ol